diphenyl-(p-methylphenyl)sulfonium C1(=CC=CC=C1)[S+](C1=CC=C(C=C1)C)C1=CC=CC=C1